4-(Difluoromethyl)-8-((1-(1-methyl-1H-pyrazol-4-yl)-1H-indazol-6-yl)oxy)-5,6,7,8-tetrahydroquinoline-3-carbonitrile FC(C1=C(C=NC=2C(CCCC12)OC1=CC=C2C=NN(C2=C1)C=1C=NN(C1)C)C#N)F